3-(3,4-difluoro-2-((S)-2-methoxypropoxy)phenyl)-4,5-dimethyl-5-(trifluoromethyl)tetrahydrofuran-2-carboxamide FC=1C(=C(C=CC1F)C1C(OC(C1C)(C(F)(F)F)C)C(=O)N)OC[C@H](C)OC